4-{6-chloro-7-cyclopropoxypyrido[3,2-d]pyrimidin-4-yl}-3-(2-fluorophenyl)-1-methyl-1H-pyrazole ClC=1C(=CC=2N=CN=C(C2N1)C=1C(=NN(C1)C)C1=C(C=CC=C1)F)OC1CC1